6-(1-Ethyl)propoxy-4-isopropoxyindole-2-carboxylic acid C(C)CCCOC1=CC(=C2C=C(NC2=C1)C(=O)O)OC(C)C